FC=1C(=C(C(=C2C(=C(C(=C(C12)[B-](C1=C(C(=C(C2=C(C(=C(C(=C12)F)F)F)F)F)F)F)(C1=C(C(=C(C2=C(C(=C(C(=C12)F)F)F)F)F)F)F)C1=C(C(=C(C2=C(C(=C(C(=C12)F)F)F)F)F)F)F)F)F)F)F)F)F.C(C)[NH+](C1=CC=C(C=C1)OCCCCCCCCCCCCCCCCCC)CCCCCCCCCCCCCCCCCC ethyl-N-octadecyl-4-(octadecyloxy)anilinium [tetrakis(heptafluoronaphthalenyl) borate]